C1=CC(=C2C=3C(C(N4C(C13)=NC1=C4C=CC=C1)=O)=CC=C2)C(=O)O 7H-benzimidazo(2,1-a)benz(de)isoquinoline-7-one-3-carboxylic acid